3-(2-acetoxyethyl)-1,1-dimethyl-7-sulfobenzo[E]indole C(C)(=O)OCCN1CC(C=2C3=C(C=CC12)C=C(C=C3)S(=O)(=O)O)(C)C